7-[5-chloro-4-methoxy-2-[1-(oxazolidin-2-yl)-1,2,4-triazol-3-yl]phenyl]-N-[(2,4-dimethoxyphenyl)methyl]cinnolin-4-amine ClC=1C(=CC(=C(C1)C1=CC=C2C(=CN=NC2=C1)NCC1=C(C=C(C=C1)OC)OC)C1=NN(C=N1)C1OCCN1)OC